di-tert-butyl-(1-methyl-2,2-diphenylcyclopropyl)phosphane C(C)(C)(C)P(C1(C(C1)(C1=CC=CC=C1)C1=CC=CC=C1)C)C(C)(C)C